8-fluoro-2-methyl-N-(6-(piperazin-1-yl)pyridin-3-yl)imidazo[1,2-a]pyridine-6-carboxamide HCl Cl.FC=1C=2N(C=C(C1)C(=O)NC=1C=NC(=CC1)N1CCNCC1)C=C(N2)C